6-bromo-4-iodo-phthalazin-1-ol BrC=1C=C2C(=NN=C(C2=CC1)O)I